C1(=CC=CC=C1)SC1=CC=C(C=C1)C(CCC)=NO 1-(4-phenylsulfanyl-phenyl)-butan-1-one oxime